S(=O)(=O)(OCCCCCCCCCCCCCCCCCC)[O-].[NH4+] Ammonium Stearyl Sulfate